C(C)OC(C(C(O)C1=CC=C(C=C1)Cl)F)=O 3-(4-chlorophenyl)-2-fluoro-3-hydroxypropionic acid ethyl ester